(+)-2-(2,4-difluorophenyl)-3-[1-(2-methylphenyl)-6-oxo-1,6-dihydropyridazin-3-yl]-4,5,6,7-tetrahydropyrazolo[1,5-a]pyrimidine-6-carbonitrile FC1=C(C=CC(=C1)F)C1=NN2C(NCC(C2)C#N)=C1C1=NN(C(C=C1)=O)C1=C(C=CC=C1)C